C1(=CC(=CC=C1)C1=NNC(=C1)C1CN(CC1C)C#N)C1=CC=CC=C1 19Trans-3-(3-([1,1'-biphenyl]-3-yl)-1H-pyrazol-5-yl)-4-methylpyrrolidine-1-carbonitrile